4-O-(6-Azido-6-deoxy-β-D-glucopyranosyl)-D-glucose N(=[N+]=[N-])C[C@@H]1[C@H]([C@@H]([C@H]([C@@H](O1)O[C@@H]([C@@H]([C@H](C=O)O)O)[C@H](O)CO)O)O)O